N-[3-(trifluoromethyl)pyridin-2-yl]piperidine-1-carboxamide FC(C=1C(=NC=CC1)NC(=O)N1CCCCC1)(F)F